7-hydroxy-6-methoxy-3,4-dimethyl-2-oxo-2H-chromene-8-carbaldehyde OC1=C(C=C2C(=C(C(OC2=C1C=O)=O)C)C)OC